FC(N1N=C(C=C1)C1(CC(C=2C=NC=3N(C21)N=C(C3)F)C(=O)OC)C)F Methyl 8-(1-(difluoromethyl)-1H-pyrazol-3-yl)-2-fluoro-8-methyl-7,8-dihydro-6H-cyclopenta[e]pyrazolo[1,5-a]pyrimidine-6-carboxylate